6-(1-(1-(6-cyano-6-azabicyclo[3.2.1]octan-3-yl)azetidin-3-yl)-5-methyl-1H-pyrazol-4-yl)-4-methoxypyrazolo[1,5-a]pyridine-3-carbonitrile C(#N)N1C2CC(CC(C1)C2)N2CC(C2)N2N=CC(=C2C)C=2C=C(C=1N(C2)N=CC1C#N)OC